5-methoxycarbonylmethyl-2'-thiouridine COC(=O)CC=1C(NC(N([C@H]2[C@H](S)[C@H](O)[C@@H](CO)O2)C1)=O)=O